OC(CC(=O)[O-])CCCCCCCCCCC 3-hydroxytetradecanoate